1-((3-benzoyl-2,4-dioxo-3,4-dihydropyrimidin-1(2H)-yl)methyl)cyclopropanecarbonitrile C(C1=CC=CC=C1)(=O)N1C(N(C=CC1=O)CC1(CC1)C#N)=O